N-(5-Bromo-2-(4-morpholinopiperidin-1-yl)pyridin-3-yl)cyclopropanesulfonamide BrC=1C=C(C(=NC1)N1CCC(CC1)N1CCOCC1)NS(=O)(=O)C1CC1